NC=1C=C(C=CC1)C1=NC(=NC=C1)NC1=CC=C(C(=O)O)C=C1 4-((4-(3-aminophenyl)pyrimidin-2-yl)amino)benzoic acid